C(C(C)C)N1CCN(CC1)C1=CC=C(C=C1)C1=CC2=C(C=N1)C=C(N2C)C2=CC=C(C=C2)S(=O)(=O)C 6-(4-(4-isobutylpiperazin-1-yl)phenyl)-1-methyl-2-(4-(methylsulfonyl)phenyl)-1H-pyrrolo[3,2-c]pyridine